FC=1C=C(C=CC1C(C)C)C1C(N(CC1)C(CC=1N=NN(C1)C)=O)(C(=O)N)CC1=CC=CC=C1 3-fluoro-4-(propan-2-yl)phenyl[(phenyl)methyl]-1-[2-(1-methyl-1H-1,2,3-triazol-4-yl)acetyl]pyrrolidine-2-carboxamide